(S)-2-((1-(2-(6-cyanopyridin-3-yl)-3,7-dimethyl-4-oxo-4H-pyrido[1,2-a]pyrimidin-9-yl)ethyl)amino)benzoic acid C(#N)C1=CC=C(C=N1)C=1N=C2N(C(C1C)=O)C=C(C=C2[C@H](C)NC2=C(C(=O)O)C=CC=C2)C